CC(C(=O)O)CC(CCC)C 2,4-dimethylheptanoic acid